C(C(=C)C)(=O)OCCC[Si](OCCOC)(OCCOC)OCCOC γ-methacryloxypropyl-tris(2-methoxyethoxy)silane